D-Galactonic Acid O=C([C@H](O)[C@@H](O)[C@@H](O)[C@H](O)CO)O